tert-butyl-4-(2-methyl-4-(4,4,5,5-tetramethyl-1,3,2-dioxaborolan-2-yl)phenyl)piperidine-1-carboxylate C(C)(C)(C)OC(=O)N1CCC(CC1)C1=C(C=C(C=C1)B1OC(C(O1)(C)C)(C)C)C